FC1=C(C(=C(C(=C1[B-](C1=C(C(=C(C(=C1F)F)F)F)F)(C1=C(C(=C(C(=C1F)F)F)F)F)C1=C(C(=C(C(=C1F)F)F)F)F)F)F)F)F.C(CCCCCCCCCCC)[NH+](C)C dodecyldimethylammonium tetrakis(pentafluorophenyl)borate